FC(C(F)(F)F)(C(F)(F)F)CCCO 3-(Perfluoroisopropyl)propanol